isononyl 2-ethylhexanoate C(C)C(C(=O)OCCCCCCC(C)C)CCCC